2-((5-(2-((3R)-6-((2,3-dimethoxypropyl)amino)-2-methylhexan-3-yl)-2,6-diazaspiro[3.4]octan-6-yl)-1,2,4-triazin-6-yl)oxy)-N-ethyl-5-fluoro-N-isopropylbenzamide COC(CNCCC[C@H](C(C)C)N1CC2(C1)CN(CC2)C=2N=CN=NC2OC2=C(C(=O)N(C(C)C)CC)C=C(C=C2)F)COC